C1(CC1)C=1N2C(SC1C1=C(C=CC=C1)F)=NC(=C2)C(=O)O 3-cyclopropyl-2-(2-fluorophenyl)imidazo[2,1-b]thiazole-6-carboxylic acid